C1CC12N(CCOC2)CC=2N(C1=CC(=CC=C1C(C2)=O)C2=NC(=NC=C2F)N[C@H]2[C@@H](COCC2)O)C(C)C 2-((7-oxa-4-azaspiro[2.5]octan-4-yl)methyl)-7-(5-fluoro-2-(((3S,4R)-3-hydroxytetrahydro-2H-pyran-4-yl)amino)pyrimidin-4-yl)-1-isopropylquinolin-4(1H)-one